methyl (S)-1-((6-((2,2'-dichloro-3'-(5-formylpicolinamido)-[1,1'-bi-phenyl]-3-yl)carbamoyl)pyridin-3-yl)methyl)piperidine-2-carboxylate ClC1=C(C=CC=C1NC(=O)C1=CC=C(C=N1)CN1[C@@H](CCCC1)C(=O)OC)C1=C(C(=CC=C1)NC(C1=NC=C(C=C1)C=O)=O)Cl